[N+](=O)([O-])C1=C(OC2=C(C(=O)OC)C=C(C=C2)C(F)(F)F)C=CC=C1 methyl 2-(2-nitrophenoxy)-5-(trifluoromethyl)benzoate